Cl.NC[C@@H]1C[C@H](N(C1)C)CNC(=O)C=1C=C(C=C(C1)C1=CC=C(C=C1)F)C1=CC=C(C=C1)F N-(((2S,4S)-4-(aminomethyl)-1-methylpyrrolidin-2-yl)methyl)-4,4''-difluoro-[1,1':3',1''-terphenyl]-5'-carboxamide hydrochloride salt